[(2S)-8-chloro-2-methyl-2,3-dihydro-1,4-benzoxazin-4-yl]-[6-(3-isopropyl-1,2,4-triazol-1-yl)-1,3-benzodioxol-4-yl]methanone ClC1=CC=CC=2N(C[C@@H](OC21)C)C(=O)C2=CC(=CC=1OCOC12)N1N=C(N=C1)C(C)C